Cl.NC(C(=O)NC1=CC=C(C=C1)C=1C(=NN(C1C)COCC[Si](C)(C)C)C)=C(C1CC1)C1CC1 (2S)-2-amino-3,3-dicyclopropyl-N-[4-[3,5-dimethyl-1-(2-trimethylsilylethoxymethyl)pyrazol-4-yl]phenyl]propenamide hydrochloride